triazolyl-3-aminopropyl-silane N1N=NC(=C1)[SiH2]CCCN